CC1=C(N=C(S1)N1C=CC=2C=NC(=CC21)N)C2COCC2 1-(5-methyl-4-(tetrahydrofuran-3-yl)thiazol-2-yl)-1H-pyrrolo[3,2-c]pyridin-6-amine